Cl.FC1(CNCCC1N1CCC(CC1)O)F 3',3'-difluoro-[1,4'-bipiperidin]-4-ol hydrochloride